1-(4-((5-(4-fluorobenzoyl)-2-((4-(4-methylpiperazine-1-yl)phenyl)amino)-7H-pyrrolo[2,3-d]pyrimidin-4-yl)amino)piperidin-1-yl)-3,3-dimethylbutan-1-one FC1=CC=C(C(=O)C2=CNC=3N=C(N=C(C32)NC3CCN(CC3)C(CC(C)(C)C)=O)NC3=CC=C(C=C3)N3CCN(CC3)C)C=C1